CN1N=CC(=C1)C1=CC2=C(O[C@@H](CN2)[C@H](C2=CC=CC=C2)NCCC2=CC=C(C#N)C=C2)N=C1 4-(2-(((S)-((S)-7-(1-methyl-1H-pyrazol-4-yl)-2,3-dihydro-1H-pyrido[2,3-b][1,4]oxazin-3-yl)(phenyl)methyl)amino)ethyl)benzonitrile